C(C)(C)(C)C1=CC(=C(C=C1)S(=O)(=O)O)OC 4-(Tert-butyl)-2-methoxybenzenesulfonic Acid